CS(=O)(=O)C1=C(C=CC=C1)C1=CC=CC=C1 Methylsulfonyl-[1,1'-biphenyl]